ClC=1C=C(C=CC1Cl)N1CC(CC1)C=1C=C(C(=O)O)C=CC1F 3-(1-(3,4-dichlorophenyl)pyrrolidin-3-yl)-4-fluorobenzoic acid